N-(2-chloro-6-methylphenyl)-2-((6-(4-(6-((2-(2,6-dioxopiperidin-3-yl)-1,3-dioxoisoindolin-4-yl)amino)-6-oxohexanoyl)piperazin-1-yl)-2-methylpyrimidin-4-yl)amino)thiazole-5-carboxamide ClC1=C(C(=CC=C1)C)NC(=O)C1=CN=C(S1)NC1=NC(=NC(=C1)N1CCN(CC1)C(CCCCC(=O)NC1=C2C(N(C(C2=CC=C1)=O)C1C(NC(CC1)=O)=O)=O)=O)C